2-[(6-amino-8-methyl-1,5-naphthyridin-3-yl)methyl]isoindoline-1,3-dione NC=1N=C2C=C(C=NC2=C(C1)C)CN1C(C2=CC=CC=C2C1=O)=O